sodium (propan-2-ylsulfanyl)sodium CC(C)S[Na].[Na]